(5aR,5bS,7aS,10aS,10bR,E)-5a,7a-dimethyl-2-((3-morpholinopropyl)amino)-4,5,5a,5b,6,7,7a,9,10,10a,10b,11-dodecahydro-8H-cyclopenta[7,8]phenanthro[2,1-d]thiazol-8-one oxime C[C@@]12CCC=3N=C(SC3C2=CC[C@H]2[C@H]3[C@](CC[C@H]12)(/C(/CC3)=N/O)C)NCCCN3CCOCC3